C(CCCCC)[C@@H](C(=O)O)CCCCCCCC |r| rac-2-hexyldecanoic acid